(6-chloropyridin-3-yl)propan-2-amine ClC1=CC=C(C=N1)CC(C)N